2-(tert-butoxycarbonyl)-N6-oleoyl-L-lysine C(C)(C)(C)OC(=O)[C@](N)(CCCCNC(CCCCCCC\C=C/CCCCCCCC)=O)C(=O)O